FC=1C=C(C=CC1OC1=C2C(=NC=C1)C=C(S2)C2=NC=C(C=C2)CNCCOC)NC(=O)C=2C(N(N=CC2C)C2=CC=C(C=C2)F)=O N-(3-fluoro-4-{[2-(5-{[(2-methoxyethyl)amino]methyl}pyridin-2-yl)thieno[3,2-b]pyridine-7-yl]oxy}phenyl)-2-(4-fluorophenyl)-5-methyl-3-oxo-2,3-dihydropyridazine-4-carboxamide